N(C1=CC=C2C(=CC(=CC2=C1)S(=O)(=O)O)O)C1=CC=C2C(=CC(=CC2=C1)S(=O)(=O)O)O 7,7'-iminobis(4-hydroxy-2-naphthalenesulfonic acid)